C(=C)C=1C=C(C=CC1)OP(O)(O)=O phosphoric acid 3-vinylphenyl ester